6-[3-fluoro-5-(trifluoromethyl)phenoxy]-2-azaspiro[3.3]heptane 4-methylbenzenesulfonate CC1=CC=C(C=C1)S(=O)(=O)O.FC=1C=C(OC2CC3(CNC3)C2)C=C(C1)C(F)(F)F